N-{[4-(benzenesulfonyl)phenyl]meth-yl}imidazo[1,2-a]pyridine-6-carboxamide C1(=CC=CC=C1)S(=O)(=O)C1=CC=C(C=C1)CNC(=O)C=1C=CC=2N(C1)C=CN2